CC=1C(=NC=C(C1)NC(C(=O)N1[C@H](CC[C@@H](C1)C)C=1C=C2CCCNC2=CC1)=O)NC([O-])=O N-[3-Methyl-5-[[2-[(2R,5S)-5-methyl-2-(1,2,3,4-tetrahydroquinolin-6-yl)-1-piperidyl]-2-oxo-acetyl]amino]-2-pyridyl]carbamate